tert-butyl (S)-((1-(5-chloro-2-ethoxyphenethyl)piperidin-3-yl)methyl)carbamate ClC=1C=CC(=C(CCN2C[C@@H](CCC2)CNC(OC(C)(C)C)=O)C1)OCC